3-methyl-4-(1,2,3,6-tetrahydropyridin-4-yl)-N-(4-(1,2,3,6-tetrahydropyridin-4-yl)phenyl)benzamide bistrifluoroacetic acid salt FC(C(=O)O)(F)F.FC(C(=O)O)(F)F.CC=1C=C(C(=O)NC2=CC=C(C=C2)C=2CCNCC2)C=CC1C=1CCNCC1